N-(4-(chlorodifluoromethoxy)phenyl)-6-(4-(1-((2-(2,6-dioxopiperidin-3-yl)-1,3-dioxoisoindolin-5-yl)methyl)piperidin-4-yl)piperazin-1-yl)-5-(1H-pyrazol-5-yl)nicotinamide ClC(OC1=CC=C(C=C1)NC(C1=CN=C(C(=C1)C1=CC=NN1)N1CCN(CC1)C1CCN(CC1)CC=1C=C2C(N(C(C2=CC1)=O)C1C(NC(CC1)=O)=O)=O)=O)(F)F